(3R)-1-[2'-(4,5-Dimethyl-1H-imidazol-2-yl)-3,4'-bipyridin-5-yl]pyrrolidin-3-ol CC=1N=C(NC1C)C1=NC=CC(=C1)C=1C=NC=C(C1)N1C[C@@H](CC1)O